(S)-5-Methoxy-N-propyl-N-((1-(pyridin-3-ylsulfonyl)piperidin-4-yl)methyl)-1,2,3,4-tetrahydronaphthalen-2-amine COC1=C2CC[C@@H](CC2=CC=C1)N(CC1CCN(CC1)S(=O)(=O)C=1C=NC=CC1)CCC